2-((5-[(2-Aminophenyl)thio]-3,4-dinitro-2-thienyl)thio)aniline NC1=C(C=CC=C1)SC1=C(C(=C(S1)SC1=C(N)C=CC=C1)[N+](=O)[O-])[N+](=O)[O-]